ClC1=CN=CC=2NC(N(CC21)CC(=O)OC(C)(C)C)=O tert-butyl 2-{5-chloro-2-oxo-1H,4H-pyrido[3,4-d]pyrimidin-3-yl}acetate